Cl.Cl.C12(CCC(CC1)(CC2)COCCCN)COCCCN 3,3'-((bicyclo[2.2.2]octane-1,4-diylbis(methylene))bis(oxy))bis(propane-1-amine) dihydrochloride